bis(cyclohexyltriethylammonium) sulfate S(=O)(=O)([O-])[O-].C1(CCCCC1)[N+](CC)(CC)CC.C1(CCCCC1)[N+](CC)(CC)CC